methyl 4-chloro-1-(3,3-difluorocyclobutyl)-6-oxo-1,6-dihydropyridine-3-carboxylate ClC=1C(=CN(C(C1)=O)C1CC(C1)(F)F)C(=O)OC